BrC1=C(C=C(C(=C1)Cl)OCCCOC)[C@H]1CCC([C@H]1N1C=C(C(C=C1)=O)C(=O)OCC)(C)C cis-Ethyl 1-(5-(2-bromo-4-chloro-5-(3-methoxypropoxy)phenyl)-2,2-dimethylcyclopentyl)-4-oxo-1,4-dihydropyridine-3-carboxylate